C(C)(=O)[O-].C(CCCC)[N+](CCCCC)(CCCCC)CCCCC tetrapentyl-ammonium acetate